F[B-](F)(F)F.S1C(=CC=C1)C1=[O+]C(=CC=C1)C=1SC=CC1 2,6-di-(2-thienyl)pyrylium tetrafluoroborate